3-(sec-butyl)-N-(5-methyl-1,3,4-thiadiazol-2-yl)-2-oxo-1,2,3,5-tetrahydro-4H-benzo[1,4]diazepine-4-carboxamide C(C)(CC)C1C(NC2=C(CN1C(=O)NC=1SC(=NN1)C)C=CC=C2)=O